1-anthryl-ethanone C1(=CC=CC2=CC3=CC=CC=C3C=C12)C(C)=O